FC(SC1=CC=C(C=C1)NC(=O)N1C2CNCC1CC2)(F)F N-{4-[(trifluoromethyl)thio]phenyl}-3,8-diazabicyclo[3.2.1]octane-8-carboxamide